ClP1OC([C@H]2N1CCC2)(C)C (3aS)-1-Chloro-3,3-dimethyltetrahydro-1H,3H-pyrrolo[1,2-c][1,3,2]oxazaphosphole